ALLYL METHYL DISULFIDE CSSCC=C